hydroxyethyl-methylammonium OCC[NH2+]C